BrC1=CC=C(CC=NC2=CC=C(C=C2)C)C=C1 N-(4-bromobenzyl-methylene)-4-methylaniline